BrC1=CC=C2[C@](NCN(C2=C1)CC1=CC=C(C=C1)OC)(C(F)(F)F)C#CC1CC1 (S)-7-bromo-4-(cyclopropylethynyl)-1-(4-methoxybenzyl)-4-(trifluoromethyl)-3,4-dihydroquinazolin